[Na+].[Na+].[Na+].OC1=C(C(=NN1C1=CC=C(C=C1)S(=O)(=O)[O-])C(=O)O)\N=N\C1=CC=C(C=C1)S(=O)(=O)[O-] 5-hydroxy-1-(4-sulfonatophenyl)-4-[(E)-(4-sulfonatophenyl)diazenyl]-1H-pyrazole-3-carboxylic acid trisodium